(7Z,10Z,13Z,16Z,19Z)-docosapentaenoic acid CC/C=C\C/C=C\C/C=C\C/C=C\C/C=C\CCCCCC(=O)O